ClC1=C(C=CC(=C1)NC1=NC=C(C(=N1)C1=C2OC[C@@H](N3C(=NC(C(=C1)F)=C32)C(C)(C)O)C)Cl)N3C(COCC3)=O (S)-4-(2-chloro-4-((5-chloro-4-(8-fluoro-2-(2-hydroxypropan-2-yl)-3-methyl-3,4-dihydro-5-oxa-1,2a-diazaacenaphthylene-6-yl)pyrimidin-2-yl)amino)phenyl)morpholin-3-one